C(#N)C1=CC=C(C=2N1N=CC2)N2C[C@@H](O[C@@H](C2)C)C(=O)NC2=NN(C=C2)C (2R,6R)-4-(7-Cyanopyrazolo[1,5-a]pyridin-4-yl)-6-methyl-N-(1-methylpyrazol-3-yl)morpholine-2-carboxamide